7-((5-methyl-6,7,8,9-tetrahydro-5H-pyrido[3,2-b]azepin-2-yl)amino)-4-(6-methylpyrazolo[1,5-a]pyridin-3-yl)isoindolin-1-one CN1C2=C(CCCC1)N=C(C=C2)NC=2C=CC(=C1CNC(C21)=O)C=2C=NN1C2C=CC(=C1)C